7-(2-(5-cyclopropyl-3-(2-(trifluoromethyl)phenyl)isoxazol-4-yl)-7-azaspiro[3.5]non-1-en-7-yl)isoquinoline-3-carboxylic acid C1(CC1)C1=C(C(=NO1)C1=C(C=CC=C1)C(F)(F)F)C1=CC2(C1)CCN(CC2)C2=CC=C1C=C(N=CC1=C2)C(=O)O